C(C)(C)(C)C1N2C(C3=CC(=C(C=C3C1)OCCCOC)Cl)=C(C(C(=C2)C(=O)OCC)=O)C#N ethyl 6-(tert-butyl)-10-chloro-1-cyano-9-(3-methoxypropoxy)-2-oxo-6,7-dihydro-2H-pyrido[2,1-a]isoquinoline-3-carboxylate